CNCCNC1=C2C(=NC(=C1)N)C=C(S2)C2=CC=NN2 N7-(2-(methylamino)ethyl)-2-(1H-pyrazol-5-yl)thieno[3,2-b]pyridine-5,7-diamine